C(C)C1N(C(CC12CCN(CC2)C(=O)OC(C)(C)C)=O)C=2C=NC(=NC2)C(F)(F)F tert-butyl 1-ethyl-3-oxo-2-(2-(trifluoromethyl)pyrimidin-5-yl)-2,8-diazaspiro[4.5]decane-8-carboxylate